8-acetyl-2-morpholino-6-(trifluoromethyl)quinoline-4-carbonitrile C(C)(=O)C=1C=C(C=C2C(=CC(=NC12)N1CCOCC1)C#N)C(F)(F)F